tert-butyl 5-bromo-3-(2-thienyl)indazole-1-carboxylate BrC=1C=C2C(=NN(C2=CC1)C(=O)OC(C)(C)C)C=1SC=CC1